COC1=CC=C(C=C1)C=1NC(=C(N1)C1=CC=C(C=C1)OC)C1=CC=CC=C1 2,4-di(p-methoxy-phenyl)-5-phenyl-imidazole